C(CCCCCC(C)(C)C)(=O)OOCCCCC amyl peroxyneodeCanoate